3-(4-isobutylphenyl)-2-methylpropanal C(C(C)C)C1=CC=C(C=C1)CC(C=O)C